N-((R)-3-(4-(2-(3,5-dichloro-4-((S)-3-chloro-2-hydroxypropoxy)phenyl)propan-2-yl)phenoxy)-2-hydroxypropyl)methanesulfonamide ClC=1C=C(C=C(C1OC[C@@H](CCl)O)Cl)C(C)(C)C1=CC=C(OC[C@@H](CNS(=O)(=O)C)O)C=C1